C(C1=CC=CC=C1)N1CC(CCC1)(C(=O)O)NC(=O)OC(C)(C)C 1-benzyl-3-(tert-butoxycarbonylamino)piperidine-3-carboxylic acid